ethylenediamine disuccinate trisodium [Na].[Na].[Na].C1(CCC(=O)ON2CCN(O1)OC(CCC(=O)O2)=O)=O